tetrabutylphosphonium methanesulfonate salt CS(=O)(=O)[O-].C(CCC)[P+](CCCC)(CCCC)CCCC